9,10-di-naphthylanthracene C1(=CC=CC2=CC=CC=C12)C=1C2=CC=CC=C2C(=C2C=CC=CC12)C1=CC=CC2=CC=CC=C12